4-phenylpiperidine-2-carboxamide hydrochloride Cl.C1(=CC=CC=C1)C1CC(NCC1)C(=O)N